O=C1N(C=CC=C1C(=O)NC1=NC=C(C=C1)OC1=CC=NC2=CN=C(C=C12)N1CCNCC1)C1=CC=CC=C1 2-oxo-1-phenyl-N-[5-[(6-piperazin-1-yl-1,7-naphthyridin-4-yl)oxy]-2-pyridyl]pyridine-3-carboxamide